alpha-allyl-benzoin C(C=C)C(C(C1=CC=CC=C1)=O)(O)C1=CC=CC=C1